C(O)(O)=O.O(C1=CC=CC=C1)CC(C1=C(C(=C(O)C(=C1Br)Br)Br)Br)(C)C1=CC=C(C=C1)O phenoxytetrabromobisphenol A carbonate